N-lauryl-naphthylamine C(CCCCCCCCCCC)NC1=CC=CC2=CC=CC=C12